N,N-dimethyl-4-vinylphenylethylamine CN(C)CCC1=CC=C(C=C1)C=C